S(=O)(=O)([O-])[O-].S(=O)(=O)([O-])O.[Al+3] aluminum sulfate (sulphate)